(R)-N-(9-(2-((methylthio)methoxy)propyl)-9H-purin-6-yl)acetamide ethyl-6,7-dichloro-3-(1-tetrahydropyran-2-ylpyrazol-4-yl)-1H-indole-2-carboxylate C(C)OC(=O)C=1NC2=C(C(=CC=C2C1C=1C=NN(C1)C1OCCCC1)Cl)Cl.CSCO[C@@H](CN1C2=NC=NC(=C2N=C1)NC(C)=O)C